NC1=NC=CC=C1C1=NC=2C(=NC(=CC2)C=2C(NC=CC2)=O)N1C1=CC=C(CN2CCC(CC2)NC(OC(C)(C)C)=O)C=C1 tert-butyl (1-(4-(2-(2-aminopyridin-3-yl)-5-(2-oxo-1,2-dihydropyridin-3-yl)-3H-imidazo[4,5-b]pyridin-3-yl)benzyl)piperidin-4-yl)carbamate